ClC=1C=C2C(=NC1OC)C(=C(N2C)C=2NC(=NN2)C(C(F)(F)F)OCCO)N2C=NC=C2 2-(1-(5-(6-chloro-3-(1H-imidazol-1-yl)-5-methoxy-1-methyl-1H-pyrrolo[3,2-b]-pyridin-2-yl)-4H-1,2,4-triazol-3-yl)-2,2,2-trifluoroethoxy)-ethan-1-ol